OC1=CC=C2[C@H]([C@@]3(CCCC4=CC=CC=C34)OCC2=C1)C1=CC=C(C=C1)N1CCC(CC1)C=O 1-(4-((3R,4R)-7-hydroxy-3',4'-dihydro-2'H-spiro[isochromane-3,1'-naphthalen]-4-yl)phenyl)piperidine-4-carbaldehyde